ONC(\C=C\C1=CC(=CC=C1)S(NC1=CC=2N=C(N=C(C2S1)N1CCOCC1)C=1C=NC(=CC1)OC)(=O)=O)=O (E)-N-hydroxy-3-(3-(N-(2-(6-methoxypyridin-3-yl)-4-morpholinothieno[3,2-d]pyrimidin-6-yl)sulfamoyl)phenyl)acrylamide